ClC1=NC=C(C(=N1)N1CCN(CC1)C=1C=C(CNC(C2=CC=C(C=C2)CCC(=O)NC)=O)C=CC1)OC N-(3-(4-(2-Chloro-5-methoxypyrimidin-4-yl)piperazin-1-yl)benzyl)-4-(3-(methylamino)-3-oxopropyl)benzamide